C(C)(C)[SiH](C(C)C)C(C)C tri-isopropylsilane